OC[C@H](C1=CC=CC=C1)NC1=CC(=NC=C1C=1OC(=NN1)C=1C=NC=CC1)NC=1N=CC2=C(N1)CNC2=O (S)-2-((4-((2-hydroxy-1-phenylethyl)amino)-5-(5-(pyridin-3-yl)-1,3,4-oxadiazol-2-yl)pyridin-2-yl)amino)-6,7-dihydro-5H-pyrrolo[3,4-d]pyrimidin-5-one